3-methyl-4-[3-(methylamino)prop-1-ynyl-2-oxo-benzimidazol-1-yl]piperidine-2,6-dione CC1C(NC(CC1N1C(NC2=C1C=CC=C2C#CCNC)=O)=O)=O